(R)-N-(2-methoxy-5-(4-(trifluoromethyl)phenoxy)phenyl)-3-methyl-2-oxoimidazolidine-4-carboxamide COC1=C(C=C(C=C1)OC1=CC=C(C=C1)C(F)(F)F)NC(=O)[C@@H]1N(C(NC1)=O)C